S1C(=NC2=C1C=CC=C2)SSC=2SC1=C(N2)C=CC=C1.[Zn] Zinc di(benzothiazol-2-yl) disulphide